5-cyclopropyl-4,6-dimethoxy-pyrimidin-2-amine C1(CC1)C=1C(=NC(=NC1OC)N)OC